4-(3-((2-((2-cyclopropyl-4-(3-((dimethylamino)methyl)azetidin-1-yl)phenyl)amino)-5-(trifluoromethyl)pyrimidin-4-yl)amino)propyl)-1,4-oxazepan-5-one C1(CC1)C1=C(C=CC(=C1)N1CC(C1)CN(C)C)NC1=NC=C(C(=N1)NCCCN1CCOCCC1=O)C(F)(F)F